FC(C(C)N1CCNCC1)(F)F 4-(1,1,1-trifluoropropan-2-yl)piperazin